(S)-(2-(3-hydroxypyrrolidin-1-yl)pyrimidin-5-yl)boronic acid O[C@@H]1CN(CC1)C1=NC=C(C=N1)B(O)O